2-(4-fluorobenzyl)-4,4,5,5-tetramethyl-1,3,2-dioxaborolan FC1=CC=C(CB2OC(C(O2)(C)C)(C)C)C=C1